4-acetaminobenzene N(C(=O)C)C1=CC=CC=C1